5-bromo-3-chloro-4-fluoropyridin-2-amine BrC=1C(=C(C(=NC1)N)Cl)F